ClC=1C(=NC(=NC1)NC1CCOCC1)C=1C=C2C(=NC1)CN(C2=O)[C@@H](C(=O)O)C (R)-2-(3-(5-chloro-2-((oxacyclohex-4-yl)amino)pyrimidin-4-yl)-5-oxo-5,7-dihydro-6H-pyrrolo[3,4-b]pyridin-6-yl)propanoic acid